methyl 2-(4-{N-[(4-bromophenyl)methoxy]ethanimidoyl}phenoxy)acetate BrC1=CC=C(C=C1)CON=C(C)C1=CC=C(OCC(=O)OC)C=C1